ClC1=C(C=CC=C1)NC(C1=CC=C(C=C1)NC1=NC(=NC=C1F)NC1=CC=C(C=C1)C(NN1CCC(CC1)CCN1CCN(CC1)C1=CC=C(C=C1)N1C(NC(CC1)=O)=O)=O)=O N-(2-chlorophenyl)-4-[[2-[4-[[4-[2-[4-[4-(2,4-dioxohexahydropyrimidin-1-yl)phenyl]piperazin-1-yl]ethyl]-1-piperidyl]carbamoyl]anilino]-5-fluoro-pyrimidin-4-yl]amino]benzamide